5-[4-Ethoxy-2-(quinoline-8-sulfonylamino)-phenylethynyl]-pyridine-2-carboxylic acid C(C)OC1=CC(=C(C=C1)C#CC=1C=CC(=NC1)C(=O)O)NS(=O)(=O)C=1C=CC=C2C=CC=NC12